Cl.C(C1=CC=CC=C1)OCC(F)(F)C1CCN(CC1)C1=C2CCNC2=CC=C1 4-[4-(2-benzyloxy-1,1-difluoro-ethyl)-1-piperidinyl]indoline hydrochloride